C(#N)C1=C(C=C(C=C1)C)[C@H]1C[C@H](C1)NC(=O)C=1N=NN(C1)[C@H](C)C=1C=NC(=C(C1C)F)N1C([C@@H]2C[C@@H]2C1)=O |o1:21| N-((cis)-3-(2-cyano-5-methylphenyl)cyclobutyl)-1-((R or S)-1-(5-fluoro-4-methyl-6-((1R,5S)-2-oxo-3-azabicyclo[3.1.0]hexan-3-yl)pyridin-3-yl)ethyl)-1H-1,2,3-triazole-4-carboxamide